N5-ethyl-N5-(2-methoxyethyl)pyridin-2,5-diamine C(C)N(C=1C=CC(=NC1)N)CCOC